methyl-N-(tert-butoxycarbonyl)-O-{2-[2-(2-ethoxyethoxy)ethoxy]ethyl}-L-tyrosinate COC([C@@H](NC(=O)OC(C)(C)C)CC1=CC=C(C=C1)OCCOCCOCCOCC)=O